3-[4-[(1S,4S)-2-oxa-5-azabicyclo[2.2.1]heptan-5-yl]anilino]pyrazine-2-carboxamide [C@@H]12OC[C@@H](N(C1)C1=CC=C(NC=3C(=NC=CN3)C(=O)N)C=C1)C2